The molecule is a oxazolidinone that is 1,2-oxazolidin-3-one substituted by a 2-chlorobenzyl group at position 2 and two methyl groups at position 4. It has a role as an environmental contaminant, a xenobiotic, a herbicide, an agrochemical and a carotenoid biosynthesis inhibitor. It is a member of monochlorobenzenes and an oxazolidinone. CC1(CON(C1=O)CC2=CC=CC=C2Cl)C